di(2-ethyl-hexyl) phosphate P(=O)(OCC(CCCC)CC)(OCC(CCCC)CC)[O-]